(E)-3-(3'-ethoxy-4'-(7-oxo-6,7-dihydro-3H-[1,2,3]triazolo[4,5-d]pyrimidin-5-yl)-5-(2-(pyrrolidin-1-yl)ethoxy)-[1,1'-biphenyl]-3-yl)acrylic acid C(C)OC=1C=C(C=CC1C=1NC(C2=C(N1)NN=N2)=O)C2=CC(=CC(=C2)OCCN2CCCC2)/C=C/C(=O)O